ISOPROPYLQUINOLIN-2(1H)-ONE C(C)(C)N1C(C=CC2=CC=CC=C12)=O